3,5-dibromo-1-(trideuteromethyl)-1,2,4-triazole BrC1=NN(C(=N1)Br)C([2H])([2H])[2H]